(R,S)-(1,3,4-trimethyl cyclohexyl)methyl formate C(=O)OC[C@]1(C[C@@H](C(CC1)C)C)C